COC=1C=C2CCN(CC2=CC1OC)C(=O)C=1NC2=CC=C(C=C2C1)C1=CC(=CC=C1)OC (6,7-dimethoxy-3,4-dihydroisoquinolin-2(1H)-yl)(5-(3-methoxyphenyl)-1H-indol-2-yl)methanone